4-tert-butyl 5-methyl 2-(1-(tert-butoxycarbonyl)piperidin-4-yl)-6-(prop-1-en-2-yl)-4H-thieno[3,2-b]pyrrole-4,5-dicarboxylate C(C)(C)(C)OC(=O)N1CCC(CC1)C1=CC=2N(C(=C(C2S1)C(=C)C)C(=O)OC)C(=O)OC(C)(C)C